BrCC1=NC(=NO1)C1=C(C=CC=C1)C 5-(bromomethyl)-3-(2-methylphenyl)-1,2,4-oxadiazole